2-[3-fluoro-5-[(1S)-1-methyl-2-(4-methyl-1,2,4-triazol-3-yl)ethyl]phenyl]-4-(trifluoromethyl)isoindolin-1-one FC=1C=C(C=C(C1)[C@H](CC1=NN=CN1C)C)N1C(C2=CC=CC(=C2C1)C(F)(F)F)=O